C(C)(C)(C)OC([C@@H](NP(=O)(N[C@@H](CC1=CC=CC=C1)C(=O)OC(C)(C)C)OC1=C(C(=C(C(=C1F)F)F)F)F)CC1=CC=CC=C1)=O N-[(pentafluorophenoxy)(((S)-1-(tert-butyloxycarbonyl)-2-phenylethyl)amino)phosphoryl]-L-phenylalanine tert-butyl ester